4,4'-((2,5-dibromo-1,3-phenylene)bis(oxy))bis(tert-butylbenzene) BrC1=C(C=C(C=C1OC1=CC=C(C=C1)C(C)(C)C)Br)OC1=CC=C(C=C1)C(C)(C)C